Dimethyl-Allylamine CN(CC=C)C